4-(2-chloro-1,1-difluoro-ethyl)-2,2,3,3,5,5,6,6-octafluoro-morpholine ClCC(F)(F)N1C(C(OC(C1(F)F)(F)F)(F)F)(F)F